(R)-5-((E)-2-PYRROLIDIN-3-YLVINYL)PYRIMIDINE N1C[C@H](CC1)/C=C/C=1C=NC=NC1